N-(3-(2-aminoquinazolin-5-yl)-2,4-difluorophenyl)-5-chloro-2-methoxypyridine-3-sulfonamide NC1=NC2=CC=CC(=C2C=N1)C=1C(=C(C=CC1F)NS(=O)(=O)C=1C(=NC=C(C1)Cl)OC)F